(5-fluoropyridin-2-yl)-2-(6-isopropyl-5,8-dioxo-2-(spiro[3.4]oct-2-ylamino)-5,6,7,8-tetrahydro-4H-pyrazolo[1,5-a]pyrrolo[3,4-d]pyrimidin-4-yl)acetamide FC=1C=CC(=NC1)C(C(=O)N)N1C=2N(C(C3=C1C(N(C3)C(C)C)=O)=O)N=C(C2)NC2CC3(C2)CCCC3